(R)-6-(2-methyl-1,4-oxaazepan-4-yl)quinoline-4-carboxylic acid C[C@H]1OCCCN(C1)C=1C=C2C(=CC=NC2=CC1)C(=O)O